L-alanine-d7 [2H][C@@](C(=O)O[2H])(C([2H])([2H])[2H])N([2H])[2H]